N-(2-hydroxyethyl)-3-methylbenzamide OCCNC(C1=CC(=CC=C1)C)=O